NC=1C(=NC=C(C(=O)OC)C1)NC\C=C\CNC1=C(C=C(C=C1OCCCN1CCOCC1)C(N)=O)N methyl (E)-5-amino-6-((4-((2-amino-4-carbamoyl-6-(3-morpholinopropoxy)phenyl)amino)but-2-en-1-yl)amino)nicotinate